CC(=O)NCC=C N-allylacetamide